(4-chloro-2-fluorophenyl)piperidin-4-amine ClC1=CC(=C(C=C1)N1CCC(CC1)N)F